CCOC(=O)C1=CC=C(C=C1)N=CN(C)C2=CC=CC=C2 n-(ethoxycarbonylphenyl)-N'-methyl-N'-phenylformamidine